FC=1C=C(C=CC1CN1C(OCC=2C=NC=3N=C(C=CC3C21)OC)=O)S(=O)(=O)N 3-fluoro-4-((8-methoxy-2-oxo-2H-[1,3]oxazino[5,4-c][1,8]naphthyridin-1(4H)-yl)methyl)benzenesulfonamide